Cl.Cl.CC=1C=CC(=C(CC2=C(C#N)C=CC=C2)C1)OCCN1CCN(CC1)C 2-(5-Methyl-2-(2-(4-methylpiperazin-1-yl)ethoxy)benzyl)benzonitrile dihydrochloride